nickel-magnesium-manganese-titanium [Ti].[Mn].[Mg].[Ni]